erbium fluoride salt [F-].[Er+3].[F-].[F-]